(S)-N-(7-methoxy-4-(1-methyl-3-phenyl-1H-pyrazol-4-yl)quinazolin-6-yl)-1-methylpyrrolidine-2-carboxamide COC1=C(C=C2C(=NC=NC2=C1)C=1C(=NN(C1)C)C1=CC=CC=C1)NC(=O)[C@H]1N(CCC1)C